4-(((4-(trifluoromethoxy)phenyl)thio)methyl)pyridine FC(OC1=CC=C(C=C1)SCC1=CC=NC=C1)(F)F